peroxycaproic acid C(CCCCC)(=O)OO